3-Amino-1-(2-aminophenyl)propane-1-one NCCC(=O)C1=C(C=CC=C1)N